C(C1=CN=CC=C1)(=O)OCCCCC pentanol nicotinate